9-(4-((1-(3-fluoropropyl)azetidin-3-yl)methyl)phenyl)-8-(6-methoxy-5-(trifluoromethyl)pyridin-3-yl)-6,7-dihydro-5H-benzo[7]annulene-3-carboxylic acid FCCCN1CC(C1)CC1=CC=C(C=C1)C1=C(CCCC2=C1C=CC(=C2)C(=O)O)C=2C=NC(=C(C2)C(F)(F)F)OC